7-chloro-1-((1R,2R)-2-hydroxy-2-methylcyclopentyl)-1,6-naphthyridin-2(1H)-one ClC1=NC=C2C=CC(N(C2=C1)[C@H]1[C@](CCC1)(C)O)=O